C12(CCC(CC1)CC2)C(C)NS(=O)(=O)C2=CC=C(C1=CC=CC=C21)NC(C2=C(C=CC=C2)C)=O N-(4-(N-(1-(bicyclo[2.2.2]octan-1-yl)ethyl)sulfamoyl)naphthalen-1-yl)-2-methyl-benzamide